S(=O)(Cl)Cl.[Li] Lithium Thionyl Chlorid